C1(CC1)C1=CC(=C(C(=C1)OC)C1=C2CC(N(C2=CC=C1C)CC)=O)OC 4-(4-cyclopropyl-2,6-dimethoxyphenyl)-1-ethyl-5-methylindolin-2-one